C(C)(C)(CC)OOC1(C(CCCC1)C)OOC(C)(C)CC 1,1-di(t-amyl-peroxy)2-methylcyclohexane